FC1(CN(C1)C(C)C1=NN(C2=CC=C(C=C12)[N+](=O)[O-])C)F 3-(1-(3,3-Difluoroazetidin-1-yl)ethyl)-1-methyl-5-nitro-1H-indazole